OC=1C=C(C=CC1C(F)(F)F)C=1N=C(SC1CC(C)C)CC(=O)N (4-(3-hydroxy-4-(trifluoromethyl)phenyl)-5-isobutylthiazol-2-yl)acetamide